tert-butyl (1-(4-methyl-3-((1-(3-methylnaphthalen-1-yl) cyclopropyl)carbamoyl)phenoxy)propan-2-yl)carbamate CC1=C(C=C(OCC(C)NC(OC(C)(C)C)=O)C=C1)C(NC1(CC1)C1=CC(=CC2=CC=CC=C12)C)=O